anisole-sulfuric acid S(O)(O)(=O)=O.C1(=CC=CC=C1)OC